COC=1C=C2C(NC(=NC2=C2C1OC(=C2)C)C)=O 6-methoxy-2,8-dimethylfuro[2,3-H]quinazolin-4(3H)-one